FC1=CC=C(C=C1)[C@@H]1N(C[C@H](NC1)C)C(=O)OC(C)(C)C tert-butyl (2S,5R)-2-(4-fluorophenyl)-5-methyl-piperazine-1-carboxylate